S(=O)(=O)(O)[O-].[K+] potassium hydrogen sulfate salt